ClC=1C=C(CS(=O)(=O)C2=NC=3N(C(N(C(C3N2C)=O)C)=O)C)C=CC1 8-(3-chlorobenzyl-sulfonyl)-1,3,7-trimethyl-1H-purine-2,6(3H,7H)-dione